B(O[Si](CC)(CC)CC)([O-])[O-] mono(triethylsilyl) borate